C(C)(C)(C)OC(NCC1CCN(CC1)C1=NC=CC(=N1)C=1OC2=CC=CC=C2C(C1)=O)=O ((1-(4-(4-oxo-4H-chromen-2-yl)pyrimidin-2-yl)piperidin-4-yl)methyl)carbamic acid tert-butyl ester